CN(C)CC=1C=CC=2N(C1)C(=CN2)C(=O)N2CC1=C(CC2)C(=CS1)C(=O)NC1=CC(=CC=C1)C(F)(F)F 6-(6-((dimethylamino)-methyl)imidazo[1,2-a]pyridine-3-carbonyl)-N-(3-(trifluoromethyl)phenyl)-4,5,6,7-tetrahydrothieno-[2,3-c]pyridine-3-carboxamide